Br(=O)(=O)[O-].[NH+]1=CC=CC=C1 Pyridinium Bromate